ClC=1C(=C(C(=O)N2CC3=CC(=CC=C3CC2)N(C(\C=C\CN(C)C)=O)C)C(=CC1)O)C (E)-N-(2-(3-Chloro-6-hydroxy-2-methylbenzoyl)-1,2,3,4-tetrahydroisoquinolin-7-yl)-4-(dimethylamino)-N-methylbut-2-enamide